(R)-1-((1r,4R)-4-aminocyclohexyl)ethan-1-ol NC1CCC(CC1)[C@@H](C)O